OC=1C(=C(C=CC1O)C[C@H](C(=O)NN)NC(OC(C)(C)C)=O)C (R)-tert-butyl (3-(3,4-dihydroxy-2-methylphenyl)-1-hydrazinyl-1-oxopropan-2-yl)carbamate